(2-isopropylpyridin-3-yl)urea C(C)(C)C1=NC=CC=C1NC(=O)N